1-(1-Oxotetradecyl)-2-propanone O=C(CCCCCCCCCCCCC)CC(C)=O